alpha-phenyl-2-methyl-butanol C1(=CC=CC=C1)C(C(CC)C)O